[1-(2-Benzyloxy-4-bromo-5-fluoro-phenyl)cyclobutyl]methanol C(C1=CC=CC=C1)OC1=C(C=C(C(=C1)Br)F)C1(CCC1)CO